3-ethyl-1-(tetrahydro-2H-pyran-2-yl)-6-(2-(2-(trifluoromethyl)pyridin-4-yl)-2,6-diazaspiro[3.4]octan-6-yl)-1H-pyrazolo[3,4-d]pyrimidine C(C)C1=NN(C2=NC(=NC=C21)N2CC1(CN(C1)C1=CC(=NC=C1)C(F)(F)F)CC2)C2OCCCC2